[IH2+].CN1C=NC=C1 3-methylimidazole iodonium